methyl 4-(5-amino-2-((5-methyloxazol-4-yl)methyl)-3-oxo-7-phenyl-2,3-dihydro-[1,2,4]triazolo[4,3-c]pyrimidin-8-yl)-6-methylpicolinate NC1=NC(=C(C=2N1C(N(N2)CC=2N=COC2C)=O)C2=CC(=NC(=C2)C)C(=O)OC)C2=CC=CC=C2